5-(3,4-dihydrospiro[benzo[b][1,4]oxazine-2,1'-cyclopropane]-4-carbonyl)-3-iodo-2-methoxybenzonitrile C12(CC1)CN(C1=C(O2)C=CC=C1)C(=O)C=1C=C(C(=C(C#N)C1)OC)I